FC=1C=C(C=CC1F)N1C(OCC1C1=NC2=C(N1[C@@H]1CC[C@H](CC1)OC)C=CC(=C2)C=2C(=NOC2C)C)=O 3-(3,4-difluorophenyl)-4-(5-(3,5-dimethylisoxazol-4-yl)-1-((trans)-4-methoxycyclohexyl)-1H-benzo[d]imidazol-2-yl)oxazolidin-2-one